4-(4-(4-ethylpiperazin-1-yl)-[1,4'-bipiperidin]-1'-yl)-3-((2-fluoro-4-(hexadecyloxy)phenyl)sulfonyl)-6-(methylsulfinyl)quinoline C(C)N1CCN(CC1)C1CCN(CC1)C1CCN(CC1)C1=C(C=NC2=CC=C(C=C12)S(=O)C)S(=O)(=O)C1=C(C=C(C=C1)OCCCCCCCCCCCCCCCC)F